CN1N=C(C=2C=NC(=CC21)N[C@H]2[C@@H](CNCC2)C)C2C(NC(CC2)=O)=O 3-(1-methyl-6-(((3R,4R)-3-methylpiperidin-4-yl)amino)-1H-pyrazolo[4,3-c]pyridin-3-yl)piperidine-2,6-dione